BrCC1=CC=C(N)C=C1 4-(bromomethyl)aniline